C(=O)(OCC1C2=CC=CC=C2C2=CC=CC=C12)C(C(=O)O)CCCCCCCCCNC(=O)OCC1C2=CC=CC=C2C=2C=CC=CC12 FMOC-11-((((9H-fluoren-9-yl)methoxy)carbonyl)amino)undecanoic acid